P(=O)(O)(O)O[C@H]([C@@H](N)CC(C)C)CC(O)=O phosphostatine